BrC=1C=C(C(=C(C1)CCC(=O)C1=CC=C(C=C1)OC)O)OC 3-(5-bromo-2-hydroxy-3-methoxyphenyl)-1-(4-methoxyphenyl)propan-1-one